N(=[N+]=[N-])C[C@H]1[C@H]([C@H](N1C[C@@H]1OC(O[C@H]1[C@@H](CO)O)(C)C)CN1C(C2=CC=CC=C2C1=O)=O)C1=CC=C(C=C1)C#CC1=CC=CC=C1 |&1:13| 2-(((2S,3S,4R)-4-(azidomethyl)-1-(((4S,SR)-5-((R)-1,2-dihydroxyethyl)-2,2-dimethyl-1,3-dioxolan-4-yl)methyl)-3-(4-(phenylethynyl)phenyl)azetidin-2-yl)methyl)isoindoline-1,3-dione